(3-fluoro-8-((3-((1s,3s)-3-methyl-1-(4-methyl-4H-1,2,4-triazol-3-yl)cyclobutyl)phenyl)carbamoyl)imidazo[1,2-a]pyridin-6-yl)methyl methanesulfonate CS(=O)(=O)OCC=1C=C(C=2N(C1)C(=CN2)F)C(NC2=CC(=CC=C2)C2(CC(C2)C)C2=NN=CN2C)=O